C(C)(C)(C)C1=C(C=CC(=C1)C(C)(C)C)OP(OC1=C(C=C(C=C1)C(C)(C)C)C(C)(C)C)OC1=C(C=C(C=C1)C(C)(C)C)C(C)(C)C tris[2,4-di-tert-butylphenyl]phosphorous acid